3-((4-(3-aminopyridin-4-yl)-2-sulfamoyl-3-(1H-tetrazol-5-yl)phenyl)sulfonyl)azetidin-1-ium 2,2,2-trifluoroacetate FC(C(=O)[O-])(F)F.NC=1C=NC=CC1C1=C(C(=C(C=C1)S(=O)(=O)C1C[NH2+]C1)S(N)(=O)=O)C1=NN=NN1